C(C1=CC=C(C(=O)[O-])C=C1)(=O)OCCO mono(2-hydroxy-ethyl) terephthalate